C12N(CC(NC1)CC2)C=2C1=C(N=C(N2)OCC23CCCN3CC(C2)F)C(=C(N=C1)C=1C=C(C=C(C1C1CC1)Cl)O)F 3-(4-(2,5-Diazabicyclo[2.2.2]octan-2-yl)-8-fluoro-2-((2-fluorotetrahydro-1H-pyrrolizin-7a(5H)-yl)methoxy)pyrido[4,3-d]pyrimidin-7-yl)-5-chloro-4-cyclopropylphenol